(1S,2S)-2-fluoro-N-(3-fluoro-6-(3-fluoro-2-methylphenyl)imidazo[1,2-a]pyridin-2-yl)cyclopropanecarboxamide F[C@@H]1[C@@H](C1)C(=O)NC=1N=C2N(C=C(C=C2)C2=C(C(=CC=C2)F)C)C1F